N-(2-chloro-3-((3,5-dimethyl-4-oxo-3,4-dihydroquinazolin-6-yl)amino)-4,5-difluorophenyl)-3,4-difluoropyrrolidine-1-sulfonamide ClC1=C(C=C(C(=C1NC=1C(=C2C(N(C=NC2=CC1)C)=O)C)F)F)NS(=O)(=O)N1CC(C(C1)F)F